2-(3-(tert-butyl)-4-hydroxyphenyl)-3-((tert-butylamino)methylene)chroman-4-one C(C)(C)(C)C=1C=C(C=CC1O)C1OC2=CC=CC=C2C(C1=CNC(C)(C)C)=O